N1C(CC1)C(=O)[O-] azetidine-2-carboxylate